BrC1=NC=C(C=C1C(F)(F)F)F 2-bromo-5-fluoro-3-(trifluoromethyl)pyridine